manganese pyridine tetrachloride [Cl-].[Cl-].[Cl-].[Cl-].N1=CC=CC=C1.[Mn+4]